ClC=1C(N(C(=CC1OCC1=NC=C(C=C1F)F)C)C1=CC(=NC=C1C)N1N=C(C=C1)C(C)(C)NC(C)=O)=C=O (S)-N-(2-(1-(3-chloro-4-((3,5-difluoropyridin-2-yl)methoxy)-5',6-dimethyl-2-carbonyl-2H-[1,4'-bipyridine]-2'-yl)-1H-pyrazol-3-yl)propan-2-yl)acetamide